BrC=1C=NN(C1)CC(F)(F)F 4-bromo-1-(2,2,2-trifluoroethyl)-1H-pyrazole